COC=1C=C(C=C(C1)C1=NN(C=N1)C)NC(=O)C=1C=NN2C1N=C(C=C2)NC2=CC(=CC=C2)C2=NC=CC=C2 N-(3-methoxy-5-(1-methyl-1H-1,2,4-triazol-3-yl)phenyl)-5-((3-(pyridin-2-yl)phenyl)amino)pyrazolo[1,5-a]pyrimidine-3-carboxamide